NC=1C=C(C=CC1)C1=CC=C(C=C1)C1=CC(=CC=C1)N 3,3''-diamino-[1,1':4',1'']terphenyl